C1(C=CC=C1)[Zr](OC1=CC=CC=C1)(OC1=CC=CC=C1)C1C=CC=C1 bisCyclopentadienyl-bisphenoxyzirconium